ClC1=C(C(=O)NS(=O)(=O)C2=CC=C(C=C2)OC)C=CC(=C1)Cl 2,4-Dichloro-N-((4-methoxyphenyl)sulfonyl)benzamide